O1SSC=C1 oxadithiol